terephthalic acid (n-heptylamine) salt C(CCCCCC)N.C(C1=CC=C(C(=O)O)C=C1)(=O)O